C(CCCCCCCCCC)OCC(CNC1=CC=C(C=C1)NCC(COCCCCCCCCCCC)O)O 1,4-bis[3-undecyloxy-2-hydroxy-propylamino]benzene